(S)-5-Benzyl-N-(1-methyl-2-oxo-8-(7-oxa-2-azaspiro[3.5]nonan-2-yl)-2,3,4,5-tetrahydro-1H-benzo[b]azepin-3-yl)-1H-1,2,4-triazole-3-carboxamide C(C1=CC=CC=C1)C1=NC(=NN1)C(=O)N[C@H]1CCC2=C(N(C1=O)C)C=C(C=C2)N2CC1(C2)CCOCC1